COC1=CC=C(C=C1)C(C)NCC(=O)[O-] (1-(4-methoxyphenyl)ethyl)glycinate